2-(4-Bromophenyl)-3,5-dihydro-5,5-dimethyl-4H-imidazol-4-one BrC1=CC=C(C=C1)C1=NC(C(N1)=O)(C)C